7-((2S,5R)-4-(1-(4-fluoro-2-(trifluoromethyl)phenyl)ethyl)-2,5-dimethylpiperazin-1-yl)-4-methyl-2-(tetrahydro-2H-pyran-2-yl)-2,4-dihydro-5H-pyrazolo[4,3-d]pyrimidin-5-one FC1=CC(=C(C=C1)C(C)N1C[C@@H](N(C[C@H]1C)C=1C=2C(N(C(N1)=O)C)=CN(N2)C2OCCCC2)C)C(F)(F)F